hexakis(β,β-dimethyl-phenylethyl)distannoxane CC(C[Sn](O[Sn](CC(C)(C)C1=CC=CC=C1)(CC(C)(C)C1=CC=CC=C1)CC(C)(C)C1=CC=CC=C1)(CC(C)(C)C1=CC=CC=C1)CC(C)(C)C1=CC=CC=C1)(C)C1=CC=CC=C1